CC1(C2=C(C(NC1)=O)C(=C(N2)C2=CC(=NC=C2)NC([C@@H](CC(F)F)C2=CC=C(C=C2)F)=O)C2=CC=CC=C2)C (2S)-N-[4-(7,7-dimethyl-4-oxo-3-phenyl-4,5,6,7-tetrahydro-1H-pyrrolo[3,2-c]pyridin-2-yl)pyridin-2-yl]-4,4-difluoro-2-(4-fluorophenyl)butanamide